(Z)-N-(2-(difluoromethyl)-5-fluoro-4-methylpyridin-3-yl)-2-fluoro-3-(7-fluoro-1H-indazol-6-yl)acrylamide FC(C1=NC=C(C(=C1NC(/C(=C/C1=CC=C2C=NNC2=C1F)/F)=O)C)F)F